1-((benzyloxy)carbonyl)-3-methyl-4-methylenepiperidine-3-carboxylic acid C(C1=CC=CC=C1)OC(=O)N1CC(C(CC1)=C)(C(=O)O)C